C(#C)C=1C=C(C(=NC1)NC=1C(=C(C=NC1)CC1=C(C(=NC=C1)NS(NC)(=O)=O)F)C)F 4-[[5-[(5-ethynyl-3-fluoro-2-pyridinyl)amino]-4-methyl-3-pyridinyl]methyl]-3-fluoro-N-(methylsulfamoyl)pyridin-2-amine